8-amino-N-(4-((4-(trifluoromethyl)benzyl)amino)phenyl)octanamide NCCCCCCCC(=O)NC1=CC=C(C=C1)NCC1=CC=C(C=C1)C(F)(F)F